(2S,3R,4R,5S)-1-(((1s,4R)-4-(difluoromethyl)cyclohexyl)methyl)-2-(hydroxymethyl)piperidine-3,4,5-triol FC(C1CCC(CC1)CN1[C@H]([C@H]([C@@H]([C@H](C1)O)O)O)CO)F